2-(2-methoxy-6-methylphenyl)-4,5,6,7-tetrahydropyrazolo-[1,5-a]pyrimidine COC1=C(C(=CC=C1)C)C1=NN2C(NCCC2)=C1